lithium argon 2-(allyloxy)-4-methoxybenzaldehyde C(C=C)OC1=C(C=O)C=CC(=C1)OC.[Ar].[Li]